(1R,3aS,7aS)-5-(4,6-dimethylpyrimidin-2-yl)-1-Methyloctahydro-2H-pyrrolo[3,4-c]pyridine-2-carboxylic acid tert-butyl ester C(C)(C)(C)OC(=O)N1C[C@@H]2CN(CC[C@@H]2[C@H]1C)C1=NC(=CC(=N1)C)C